N-methyl-2-[3-[(E)-2-[5-[2-(1-methyl-4-piperidinyl)ethoxy]-2-pyridinyl]vinyl]-1-tetrahydropyran-2-yl-indazol-6-yl]thiobenzamide CNC(C1=C(C=CC=C1)C1=CC=C2C(=NN(C2=C1)C1OCCCC1)\C=C\C1=NC=C(C=C1)OCCC1CCN(CC1)C)=S